6-(4-Fluoro-1-(4-(6-(methylcarbamoyl)pyridin-3-yl)benzyl)-1H-indol-7-carboxamido)spiro[3.3]heptan FC1=C2C=CN(C2=C(C=C1)C(=O)NC1CC2(CCC2)C1)CC1=CC=C(C=C1)C=1C=NC(=CC1)C(NC)=O